1-[3-[(1S)-1-methyl-2-[[(R)-phenyl-[(3R)-1,2,3,4-tetrahydropyrido[2,3-b]pyrazin-3-yl]methyl]amino]ethyl]phenyl]cyclopropanecarboxylic acid C[C@H](CN[C@@H]([C@H]1CNC2=C(N1)N=CC=C2)C2=CC=CC=C2)C=2C=C(C=CC2)C2(CC2)C(=O)O